P(=O)(=O)C(C(=O)[O-])CC(=O)[O-] phosphosuccinate